N-(4-(2-Cyclopropyloxazol-4-yl)pyridin-2-yl)-4-hydroxy-N-((4-(5-methoxy-6-methylpyridin-2-yl)cyclohexyl)methyl)cyclohexanecarboxamide C1(CC1)C=1OC=C(N1)C1=CC(=NC=C1)N(C(=O)C1CCC(CC1)O)CC1CCC(CC1)C1=NC(=C(C=C1)OC)C